(2-((dimethylamino)methyl)-5,7-dihydro-6H-pyrrolo[3,4-b]pyridin-6-yl)methanone CN(C)CC1=CC=C2C(=N1)CN(C2)C=O